CC=1C=C(OC2CCC3(CN(C3)C(=O)C3CC(C3)(C)O)CC2)C=CC1C (7-(3,4-Dimethylphenoxy)-2-azaspiro[3.5]nonan-2-yl)((1s,3s)-3-hydroxy-3-methylcyclobutyl)methanone